NC1=NN(C=C1)C1=C(C#N)C=CC=C1 2-(3-aminopyrazol-1-yl)benzonitrile